3-fluoro-5-(2-(3-(6-methylpyridin-2-yl)-4-(quinolin-4-yl)-1H-pyrazol-1-yl)acetamido)benzoic acid 2-hydroxyethyl ester OCCOC(C1=CC(=CC(=C1)NC(CN1N=C(C(=C1)C1=CC=NC2=CC=CC=C12)C1=NC(=CC=C1)C)=O)F)=O